FC1=C(C#N)C=C(C=C1)N1C=C(C=2C(CCCC12)O)C(F)(F)F 2-fluoro-5-(4-hydroxy-3-(trifluoromethyl)-4,5,6,7-tetrahydro-1H-indol-1-yl)benzonitrile